3-methyl-6-(N-phenethylsulfamoyl)benzofuran-2-carboxylic acid ethyl ester C(C)OC(=O)C=1OC2=C(C1C)C=CC(=C2)S(NCCC2=CC=CC=C2)(=O)=O